FC1=C(C=C(C(=C1)C(=O)N1CCCCC1)OC)C1=NC=2C=CNC(C2C(=C1)NC1=NC(=CC=C1)N1CCNCC1)=O 2-[2-fluoro-5-methoxy-4-(piperidine-1-carbonyl)phenyl]-4-[(6-piperazin-1-yl-2-pyridyl)amino]-6H-1,6-naphthyridin-5-one